(S)-(1-(5-aminopyridin-3-yl)-1H-pyrrolo[2,3-b]pyridin-5-yl)(3-ethylpiperidin-1-yl)methanone NC=1C=C(C=NC1)N1C=CC=2C1=NC=C(C2)C(=O)N2C[C@H](CCC2)CC